P(=O)([O-])([O-])[O-].[K+].[K+].[K+] potassium monophosphate salt